ethane-1-one C(C)=O